FC[SiH](OC)OC Fluoromethyldimethoxysilane